7-([2-[1-(triphenylmethyl)-1H-imidazol-4-yl]phenyl]methylidene)-5,6,7,8-tetrahydroisoquinolin-8-one C1(=CC=CC=C1)C(N1C=NC(=C1)C1=C(C=CC=C1)C=C1CCC=2C=CN=CC2C1=O)(C1=CC=CC=C1)C1=CC=CC=C1